C(C)(CC)N1CCCCC1 N-sec-butylpiperidine